C1(=CC=CC=C1)[C@H]1[C@@H](C1)N |r| rac-(1r,2s)-2-phenylcyclopropan-1-amine